2-methyl-7-(4,4,5,5-tetramethyl-1,3,2-dioxaborolan-2-yl)-5-trityl-5H-pyrrolo[2,3-b]pyrazine CC=1N=C2C(=NC1)N(C=C2B2OC(C(O2)(C)C)(C)C)C(C2=CC=CC=C2)(C2=CC=CC=C2)C2=CC=CC=C2